7-fluoro-3,4-dihydroquinazolin-2(1H)-thione FC1=CC=C2CNC(NC2=C1)=S